CCC(CC)NC(=O)C1=NNC(=C1)C=1C=C(C=CC1)C=1OC(=CN1)C(=O)N[C@H](C(=O)OC(C)(C)C)C1=CC=CC=C1 tert-butyl (S)-2-(2-(3-(3-(pentan-3-ylcarbamoyl)-1H-pyrazol-5-yl)phenyl)oxazole-5-carboxamido)-2-phenylacetate